NC=1OC2=C(C=NC=C2[C@@H]2C[C@H](OCC2)C(=O)N2[C@H](C3=C(C=C(C=C3CC2)Cl)Cl)C)N1 |o1:9,11| ((2S*,4S*)-4-(2-aminooxazolo[4,5-c]pyridin-7-yl)tetrahydro-2H-pyran-2-yl)((S)-6,8-dichloro-1-methyl-3,4-dihydroisoquinolin-2(1H)-yl)methanone